2-Cyclopropyl-7-(2-cyclopropyl-benzyl)-5-(2'-methoxy-4'-methyl-3,4,5,6-tetrahydro-2H-[1,3']bipyridinyl-4-yl)-4-methyl-2,4,5,7-tetrahydro-pyrazolo[3,4-d]pyrimidin-6-one C1(CC1)N1N=C2N(C(N(C(C2=C1)C)C1CCN(CC1)C=1C(=NC=CC1C)OC)=O)CC1=C(C=CC=C1)C1CC1